vanadium tetraoxide cerium [Ce+3].[O-2].[O-2].[O-2].[O-2].[V+5]